methyl cyanoacrylate C=C(C#N)C(=O)OC